dibutyltin dicinnamate C(C=CC1=CC=CC=C1)(=O)[O-].C(C=CC1=CC=CC=C1)(=O)[O-].C(CCC)[Sn+2]CCCC